CNCCCCCCNC(OC(C)(C)C)=O tert-butyl N-[6-(methylamino) hexyl]carbamate